C(C=C)OC1=CC=C(C=C1)C1=NOC(=N1)N1CCC(CC1)C(=O)O 1-(3-(4-(allyloxy)phenyl)-1,2,4-oxadiazol-5-yl)piperidine-4-carboxylic acid